C12C(CC(CC1)OC(C=C)=O)O2 4-epoxycyclohexylacrylate